Imidazole-2-amine hydrochloride Cl.N1C(=NC=C1)N